6-nitropyridine-3-sulfonyl chloride [N+](=O)([O-])C1=CC=C(C=N1)S(=O)(=O)Cl